C(C)[C@@H]1C[C@@H](C2=NC=CC=C2O1)CNC(OCC1=CC=CC=C1)=O |r| rac-benzyl {[(2R,4R)-2-ethyl-3,4-dihydro-2H-pyrano[3,2-b]pyridin-4-yl]methyl}carbamate